2-chloro-9-ethyl-8-iodo-6-(4-pyridinyl)purine ClC1=NC(=C2N=C(N(C2=N1)CC)I)C1=CC=NC=C1